4-bromo-2-(pyridin-4-yl)-1,7-naphthyridine BrC1=CC(=NC2=CN=CC=C12)C1=CC=NC=C1